dioctyltin bisoctylmalate C(CCCCCCC)OC(C(O)CC(=O)OCCCCCCCC)=O.C(CCCCCCC)[Sn]CCCCCCCC